Ethyl-4-[2,6-difluoro-4-(1-isopropyl-1H-indol-6-yl)-phenoxy]-butyric acid C(C)C(C(=O)O)CCOC1=C(C=C(C=C1F)C1=CC=C2C=CN(C2=C1)C(C)C)F